N1(CCNCC1)C1=NC=CC(=N1)NC1=CC2=C(NC(N2)=O)C=C1 5-((2-(piperazin-1-yl)pyrimidin-4-yl)amino)-1,3-dihydro-2H-benzo[d]imidazol-2-one